3-methyl-1,3-dihydro-2H-imidazol-2-one CN1C(NC=C1)=O